Cl.N[C@H]1C=C[C@H](C1)C(=O)OC Methyl (1S,4R)-4-aminocyclopent-2-ene-1-carboxylate hydrochloride